The molecule is a homodetic cyclic peptide containing L-Pro, D-Tyr, L-Ser, L-Asn and L-Gln as the amino acid residues. Isolated from an endophytic fungus, Epichloe typhina, it exhibits inhibitory activity toward the spore germination of Cladosporium phlei, a pathogenic fungus of the timothy plant. It has a role as an antifungal agent and a fungal metabolite. It is a homodetic cyclic peptide and a macrocycle. CCCCCCCCCCC[C@@H]1CC(=O)N[C@H](C(=O)N[C@@H](C(=O)N[C@H](C(=O)N[C@H](C(=O)N[C@H](C(=O)N[C@H](C(=O)N2CCC[C@H]2C(=O)N1)CC(=O)N)CO)CCC(=O)N)CC(=O)N)CC3=CC=C(C=C3)O)CC(=O)N